FC1(CCN(CC1)C=1C=C(C=C2C=CC=NC12)C(=O)OC)F methyl 8-(4,4-difluoropiperidin-1-yl)quinoline-6-carboxylate